FC=1C=C(C=C(C1)F)C(C(=O)NC1=CC(=C(C=C1)C=1C=NC(=C(C(=O)NC(C)C)C1)C)C)O 5-(4-(2-(3,5-difluorophenyl)-2-hydroxyacetamido)-2-methyl-phenyl)-N-isopropyl-2-methylnicotinamide